NC1=C(C(=O)N2CCC(CC2)C2=C3C(=NC=C2F)N=C(N3)C3CCN(CC3)C(C)=O)C=CC(=C1)OC(F)(F)F 1-(4-{7-[1-(2-amino-4-trifluoromethoxy-benzoyl)-4-piperidyl]-6-fluoro-imidazo[4,5-b]pyridin-2-yl}-1-piperidyl)-1-ethanone